tert-Butyl (6-isothiocyanato-5-methylpyridin-3-yl)(methyl)carbamate N(=C=S)C1=C(C=C(C=N1)N(C(OC(C)(C)C)=O)C)C